silver palladium salt [Pd].[Ag]